[K].[Zr].[Pb] lead zirconium potassium